C(C1=CC=CC=C1)OC1=NC(=CC=C1NC1=C(C(=O)O)C(=CC=C1F)Br)OCC1=CC=CC=C1 2-((2,6-bis(benzyloxy)pyridin-3-yl)amino)-6-bromo-3-fluorobenzoic acid